2-(5-methoxy-1-((2-methoxyethoxy)methyl)-1H-indol-3-yl)-N,N-dimethylethan-1-amine COC=1C=C2C(=CN(C2=CC1)COCCOC)CCN(C)C